6-cyclobutoxy-N-(1-((1S,2R)-2-fluorocyclopropyl)-2-oxo-1,2-dihydropyridin-3-yl)-2-(1-methyl-2-oxabicyclo[2.1.1]hexan-4-yl)-2H-pyrazolo[3,4-b]pyridine-5-carboxamide C1(CCC1)OC=1C(=CC=2C(N1)=NN(C2)C21COC(C2)(C1)C)C(=O)NC=1C(N(C=CC1)[C@@H]1[C@@H](C1)F)=O